Methylsulfonyl-4-[(2S)-2-[2-methyl-3-(trideuteriomethoxy)phenyl]pyrrolidin-3-yl]piperidine hydrochloride Cl.CS(=O)(=O)N1CCC(CC1)C1[C@H](NCC1)C1=C(C(=CC=C1)OC([2H])([2H])[2H])C